ClC=1C=C(NC2(CCC3(C(CC4=CC=CC=C34)C=3C=C4C=CN(C4=CC3)C)CC2)C(=O)O)C=CC1 (1r,4r)-4-(3-chloroanilino)-2'-(1-methyl-1H-indol-5-yl)-2',3'-dihydrospiro[cyclohexane-1,1'-indene]-4-carboxylic acid